4,5,6,7-tetrahydroindoline N1CCC=2CCCCC12